CC=1C=C2C(=CC=C(C2=CC1)OCCOC1=CC=CC=C1)OCCOC1=CC=CC=C1 6-methyl-1,4-bis(2-phenoxyethoxy)naphthalene